di(methoxymethoxy)chalcone COCO\C(=C(/C1=CC=CC=C1)\OCOC)\C(=O)C1=CC=CC=C1